2-(2'-hydroxy-3',5'-ditertbutyl-phenyl)-5-chlorobenzotriazole OC1=C(C=C(C=C1C(C)(C)C)C(C)(C)C)N1N=C2C(=N1)C=CC(=C2)Cl